(Z)-2-((dimethylamino)methylene)-3-oxo-butyric acid ethyl ester C(C)OC(\C(\C(C)=O)=C/N(C)C)=O